2,2-difluoro-phenylthio-ethylamine FC1(C(C=CC=C1)SNCC)F